(S)-6-(4-(6-oxo-1-(2-((6-oxo-5-(trifluoromethyl)-1,6-dihydropyridazin-4-yl)amino)propyl)-1,6-dihydropyridin-3-carbonyl)piperazin-1-yl)nicotinonitrile O=C1C=CC(=CN1C[C@H](C)NC=1C=NNC(C1C(F)(F)F)=O)C(=O)N1CCN(CC1)C1=NC=C(C#N)C=C1